(S)-2-amino-N-((S)-1-((4-((4-(4-(4-((E)-2-cyano-3-(pyridin-3-yl)guanidino)butyl)piperidine-1-carbonyl)phenoxy)methyl)phenyl)amino)-1-oxopropan-2-yl)-3-methylbutanamide N[C@H](C(=O)N[C@H](C(=O)NC1=CC=C(C=C1)COC1=CC=C(C=C1)C(=O)N1CCC(CC1)CCCCN/C(=N\C#N)/NC=1C=NC=CC1)C)C(C)C